C(C=C)(=O)O.NCCN1C(CCCC1=O)=O N-aminoethyl-glutarimide acrylate